(S)-(1-(4-(6-amino-9H-purin-9-yl)phenyl)ethyl)carbamic acid tert-butyl ester C(C)(C)(C)OC(N[C@@H](C)C1=CC=C(C=C1)N1C2=NC=NC(=C2N=C1)N)=O